ClCCC=CCCCl bis(2-chloroethyl)ethylene